N,2-Dimethyl-1,3-bis(((9Z,12Z)-octadeca-9,12-dien-1-yl)oxy)propan-2-amine CNC(COCCCCCCCC\C=C/C\C=C/CCCCC)(COCCCCCCCC\C=C/C\C=C/CCCCC)C